lithium potassium 2-(tert-butyl)-2-nonyl malonate C(CC(=O)[O-])(=O)OC(C)(CCCCCCC)C(C)(C)C.[K+].[Li+].C(C)(C)(C)C(C)(CCCCCCC)OC(CC(=O)[O-])=O